tert-butyl (R)-2-(N-hydroxycarbamimidoyl)pyrrolidine-1-carboxylate ONC(=N)[C@@H]1N(CCC1)C(=O)OC(C)(C)C